N~2~-(4-chloro-3-methyl-1,2-thiazol-5-yl)-6-fluoro-7-(8-methyl-2,3-dihydro-1H-pyrido[2,3-b][1,4]oxazin-7-yl)quinazoline-2,5-diamine ClC=1C(=NSC1NC1=NC=2C=C(C(=C(C2C=N1)N)F)C1=C(C2=C(OCCN2)N=C1)C)C